16-methylheptadecanol CC(CCCCCCCCCCCCCCCO)C